(5S,8R)-N-(3,4-dichlorophenyl)-2-methyl-6,7,8,9-tetrahydro-5H-5,8-epiminocyclohepta-[d]pyrimidine-10-carboxamide ClC=1C=C(C=CC1Cl)NC(=O)N1[C@H]2CC[C@@H]1CC=1N=C(N=CC12)C